10-Ethyl-10H-phenothiazine-3-carbaldehyde C(C)N1C2=CC=CC=C2SC=2C=C(C=CC12)C=O